O1CC(CC1)OS(=O)(=O)C1=CC=C(C=C1)C.ClC1=C(C=CC=C1)C(CN1N=CN=N1)=O 1-(2-Chlorophenyl)-2-(2H-tetrazol-2-yl)ethan-1-one tetrahydrofuran-3-yl-4-methylbenzenesulfonate